(S)-3-chloro-5-(3-(2-chloro-7-(1-methoxyethyl)pyrazolo[1,5-a]pyrimidin-6-yl)ureido)-N-(2-(vinyloxy)ethoxy)picolinamide ClC=1C(=NC=C(C1)NC(=O)NC=1C=NC=2N(C1[C@H](C)OC)N=C(C2)Cl)C(=O)NOCCOC=C